CC=1C=C(C=CC1C)N1N=C(C(N(C1=O)CC1=NC=CC=C1)=O)C#N 2-(3,4-dimethylphenyl)-3,5-dioxo-4-(pyridin-2-ylmethyl)-2,3,4,5-tetrahydro-1,2,4-triazine-6-carbonitrile